(4-(4-((3-(3,6-difluoropyridin-2-yl)-1-((1r,4r)-4-ethoxycyclohexyl)-1H-pyrazol-4-yl)carbamoyl)thiazol-2-yl)-1H-pyrazol-1-yl)methyl D-prolinate N1[C@H](CCC1)C(=O)OCN1N=CC(=C1)C=1SC=C(N1)C(NC=1C(=NN(C1)C1CCC(CC1)OCC)C1=NC(=CC=C1F)F)=O